C1(CC1)C1=C(C(=NO1)C1=C(C=CC=C1Cl)Cl)[C@H]1OC2(CO1)CCN(CC2)C=2SC1=C(N2)C(=CC=C1)F |r| (±)-2-(2-(5-Cyclopropyl-3-(2,6-dichlorophenyl)isoxazol-4-yl)-1,3-dioxa-8-azaspiro[4.5]decan-8-yl)-4-fluorobenzo[d]thiazol